6-(2-amino-6-fluoro-5-(4-morpholinophenyl)pyridin-3-yl)-8-fluoro-3,4-dihydroisoquinolin-1(2H)-one NC1=NC(=C(C=C1C=1C=C2CCNC(C2=C(C1)F)=O)C1=CC=C(C=C1)N1CCOCC1)F